1-(4-(2-Imino-1,3-thiazinan-3-yl)piperidin-1-yl)ethan-1-one N=C1SCCCN1C1CCN(CC1)C(C)=O